3-(2-(cyclopropyl (methyl) amino) ethyl)-1H-indol-7-yl phosphate P(=O)(OC=1C=CC=C2C(=CNC12)CCN(C)C1CC1)([O-])[O-]